CN1C(=NN=C1)C[C@@H](C)C=1C=C(C=CC1)NC(=O)N1CCCC2=CC=CN=C12 (R)-N-(3-(1-(4-methyl-4H-1,2,4-triazol-3-yl)propan-2-yl)phenyl)-3,4-dihydro-1,8-naphthyridine-1(2H)-carboxamide